aminoguanidine glutarate C(CCCC(=O)O)(=O)O.NNC(=N)N